(1R,3S)-3-(5-amino-1H-pyrazol-3-yl)cyclopentyl N-(2,2-difluoro-1-methylcyclopropyl)carbamate FC1(C(C1)(C)NC(O[C@H]1C[C@H](CC1)C1=NNC(=C1)N)=O)F